methyl (S)-3-iodo-7-((3-methylpiperidin-1-yl)methyl)-1-((2-(trimethylsilyl)ethoxy)methyl)-1H-pyrrolo[3,2-b]pyridine-5-carboxylate IC1=CN(C=2C1=NC(=CC2CN2C[C@H](CCC2)C)C(=O)OC)COCC[Si](C)(C)C